5-Fluoro-6-(2-methoxyethoxy)-3-(3-{4-[4-(oxetan-3-yl)piperazin-1-carbonyl]phenyl}-1,2-oxazol-5-yl)-1H-indazol FC=1C=C2C(=NNC2=CC1OCCOC)C1=CC(=NO1)C1=CC=C(C=C1)C(=O)N1CCN(CC1)C1COC1